[C+4].C([O-])([O-])=O.[Li+].[Co+2].[Ni+2] nickel cobalt lithium carbonate carbon